BrC=1N=C(N(N1)C1=NC=CC=N1)C(C)NC(C1=CC(=CC(=C1)OC(F)(F)F)Cl)=O N-[1-(5-bromo-2-pyrimidin-2-yl-1,2,4-triazol-3-yl)ethyl]-3-chloro-5-(trifluoromethoxy)benzamide